FC(C1=CC=C(C=C1)CNC1=CC=CC=C1)(F)F [[4-(trifluoromethyl)phenyl]methyl]aniline